CC1=CC=C(OCC(=O)N(CC=2SC=CC2)C2=CC=NN2)C=C1 2-(4-methylphenoxy)-N-(1H-pyrazol-5-yl)-N-(2-thiophenylmethyl)acetamide